2,2'-methylenebis(cyclohexane-1-amine) C(C1C(CCCC1)N)C1C(CCCC1)N